(R)-5-{4-[4-(3,5-dicyclopropylpyridin-2-yl)piperazine-1-carbonyl]phenyl}-5-ethylimidazolidine-2,4-dione C1(CC1)C=1C(=NC=C(C1)C1CC1)N1CCN(CC1)C(=O)C1=CC=C(C=C1)[C@@]1(C(NC(N1)=O)=O)CC